1-(tert-butyl) 3-methyl 2-(5-bromo-3-fluoropyridin-2-yl)malonate BrC=1C=C(C(=NC1)C(C(=O)OC(C)(C)C)C(=O)OC)F